4,4'-(sulfinylbis(methylene))bis(2-(6-(1H-imidazol-1-yl)pyridazine-3-carboxamido)-5-fluorobenzoic acid) S(=O)(CC1=CC(=C(C(=O)O)C=C1F)NC(=O)C=1N=NC(=CC1)N1C=NC=C1)CC1=CC(=C(C(=O)O)C=C1F)NC(=O)C=1N=NC(=CC1)N1C=NC=C1